Cl.FC(C=1C=CC=C(C1)O)(F)F 5-(trifluoromethyl)phenol hydrochloride